2,5-difluoro-3-(2,2,2-trifluoroethoxy)pyridine FC1=NC=C(C=C1OCC(F)(F)F)F